C(N)(=O)C1=C(SC=2C(OC(CC21)(C)C)(C)C)NC(=O)C2=NNC(=C2)C(F)(F)F N-(3-carbamoyl-5,5,7,7-tetramethyl-5,7-dihydro-4H-thieno[2,3-c]pyran-2-yl)-5-(trifluoromethyl)-1H-pyrazole-3-carboxamide